O=C1NC(CC[C@H]1N1C(C2=CC=CC(=C2C1=O)O[C@H](C(=O)O)C)=O)=O (2S)-2-({2-[(3R)-2,6-Dioxopiperidin-3-yl]-1,3-dioxo-2,3-dihydro-1H-isoindol-4-yl}oxy)propanoic acid